4-trifluoromethylaniline FC(C1=CC=C(N)C=C1)(F)F